Diisononyl-Cyclohexanesulfonyl-aminocarbonyl-triazolinone C(CCCCCC(C)C)N(C(=O)N1N=NC(C1=O)S(=O)(=O)C1CCCCC1)CCCCCCC(C)C